3-amino-3-(4-methylphenyl)propionic acid NC(CC(=O)O)C1=CC=C(C=C1)C